2-(5-phenylpyridin-3-yl)-9H-purin C1(=CC=CC=C1)C=1C=C(C=NC1)C1=NC=C2N=CNC2=N1